2-(4-chloroquinolin-6-yl)acetic acid ClC1=CC=NC2=CC=C(C=C12)CC(=O)O